C(C)(C)(C)OC(=O)N1CC2(CC1)OCCN(C2)C2=NN(C1=C2C=NC(=C1)Cl)C1OCCCC1 9-(6-chloro-1-(tetrahydro-2H-pyran-2-yl)-1H-pyrazolo[4,3-c]pyridin-3-yl)-6-oxa-2,9-diazaspiro[4.5]decane-2-carboxylic acid tert-butyl ester